4-(3-(2-Chloro-3-fluorophenyl)morpholino)-2-fluoro-N-((R,E)-4-(methylsulfonyl)but-3-en-2-yl)benzamide ClC1=C(C=CC=C1F)C1COCCN1C1=CC(=C(C(=O)N[C@H](C)\C=C\S(=O)(=O)C)C=C1)F